C(#N)C1=C(SC(=C1)C)NC(OC(C)(C)C)=O tert-butyl (3-cyano-5-methylthiophen-2-yl)carbamate